3-(4-(Fluoromethyl)phenyl)-N-(4-methyl-3-(pyridin-4-yl)-1H-pyrazol-5-yl)propanamide FCC1=CC=C(C=C1)CCC(=O)NC1=C(C(=NN1)C1=CC=NC=C1)C